CN1N=C2C(CN(C3=C(N=CC=C23)N)C)=C1 2,5-dimethyl-4,5-dihydro-2H-pyrazolo[4,3-c][1,7]naphthyridin-6-amine